BrC=1C=C2[C@@](C(N(C2=CC1)C)=O)(C(=O)OC)C Methyl (S)-5-bromo-1,3-dimethyl-2-oxoindoline-3-carboxylate